C1(CCCCC1)C=1C(=CC(=C(C1)C(C1=CC(=CC=C1)O)C1=C(C=C(C(=C1)C1CCCCC1)O)C)C)O bis(5-cyclohexyl-4-hydroxy-2-methylphenyl)-3-hydroxyphenylmethane